C(N)(OC12CCC(CC1)(CC2)CN2N=C(C=1CN(CCC12)C=1C2=C(N=C(N1)C)NC=C2)C)=O (4-((3-methyl-5-(2-methyl-7H-pyrrolo[2,3-d]pyrimidin-4-yl)-4,5,6,7-tetrahydro-1H-pyrazolo[4,3-c]pyridin-1-yl) methyl) bicyclo[2.2.2]oct-1-yl) carbamate